C12CC(CC2C1)OC1=C(C=C(C=C1F)NC(=O)C=1N=C(SC1CC(F)(F)F)N1CC(C1)(C)COC)F N-(4-(bicyclo[3.1.0]hexan-3-yloxy)-3,5-difluorophenyl)-2-(3-(methoxymethyl)-3-methylazetidin-1-yl)-5-(2,2,2-trifluoroethyl)thiazole-4-carboxamide